C(C)(C)(C)OC(=O)NC[C@H](CN1[N+](=C2C=CC=CC2=C1)C)O 2-((R)-3-((tert-butoxycarbonyl)amino)-2-hydroxypropyl)-1-methyl-2H-indazol-1-ium